4-amino-1-benzyloxycarbonyl-piperidine-4-carboxylic acid NC1(CCN(CC1)C(=O)OCC1=CC=CC=C1)C(=O)O